N-(3-(3-aminocarbonylphenyl)pyridin-4-yl)-7-(methylsulfonylamino)quinazoline-2-carboxamide NC(=O)C=1C=C(C=CC1)C=1C=NC=CC1NC(=O)C1=NC2=CC(=CC=C2C=N1)NS(=O)(=O)C